L-α-ethylleucine C(C)[C@](N)(CC(C)C)C(=O)O